The molecule is an organophosphate oxoanion that is the dianion of 1D-myo-inositol 1-phosphate. It has a role as a human metabolite and a Saccharomyces cerevisiae metabolite. It is an inositol phosphate oxoanion, a myo-inositol phosphate(2-) and a monosaccharide 1-phosphate(2-). It is a conjugate base of a 1D-myo-inositol 1-phosphate. [C@H]1([C@H](C([C@@H]([C@@H](C1O)O)O)OP(=O)([O-])[O-])O)O